COC(=O)N1CC(C1)C1=NC(=NO1)C1=CC(=C(C(=C1)F)C)NC(=O)C1=CN=C2N1C=CC(=C2)C2CC2 3-(3-(3-(7-cyclopropylimidazo[1,2-a]pyridine-3-carboxamido)-5-fluoro-4-methylphenyl)-1,2,4-oxadiazol-5-yl)azetidine-1-carboxylic acid methyl ester